C(C1=CC=CC=C1)C(C(CC)=O)(C1=CC=C(C=C1)N1CCOCC1)N(C)C benzyldimethylamino-1-(4-morpholinophenyl)butanone